6-(2-(((1-fluorocyclohexyl)methyl)amino)-7H-pyrrolo[2,3-d]pyrimidin-5-yl)-4,4-dimethyl-3,4-dihydroisoquinolin-1(2H)-one FC1(CCCCC1)CNC=1N=CC2=C(N1)NC=C2C=2C=C1C(CNC(C1=CC2)=O)(C)C